C1(CC1)CNC1=CN=CC(=N1)C#CC=1C=C(C(=O)N[C@@H]2[C@H](CCCC2)O)C=CC1C 3-({6-[(Cyclopropylmethyl)amino]pyrazin-2-yl}ethynyl)-N-[(1S,2S)-2-hydroxycyclohexyl]-4-methylbenzamide